(S)-3-cyano-N-(1-(1-(5-((1-oxido-λ6-thietan-1-ylidene)amino)pyridin-2-yl)-1H-1,2,4-triazol-5-yl)ethyl)-5-(trifluoromethyl)benzamide C(#N)C=1C=C(C(=O)N[C@@H](C)C2=NC=NN2C2=NC=C(C=C2)N=S2(CCC2)=O)C=C(C1)C(F)(F)F